methyl (S)-3-(5-methyl-9-((2-(trimethylsilyl)ethoxy)carbonyl)-4,5-dihydrobenzo[b]thieno[2,3-d]oxepin-8-yl)-6-(propylcarbamoyl)picolinate C[C@H]1CC2=C(C3=C(O1)C=C(C(=C3)C(=O)OCC[Si](C)(C)C)C=3C(=NC(=CC3)C(NCCC)=O)C(=O)OC)SC=C2